8-(6-methoxypyridin-3-yl)-1-(4-(piperazin-1-yl)-3-(trifluoromethyl)phenyl)-5-(2-(pyrrole-1-yl)ethyl)-1,5-dihydro-4H-imidazo[4,5-c]quinolin-4-one COC1=CC=C(C=N1)C1=CC=2C3=C(C(N(C2C=C1)CCN1C=CC=C1)=O)N=CN3C3=CC(=C(C=C3)N3CCNCC3)C(F)(F)F